COC1=C2C(=NC=C1)NC(=C2C=2C=CC(=C(C2)NC(C=C)=O)C)C2=CC=C(C=C2)CN2CCOCC2 N-(5-(4-methoxy-2-(4-(morpholinomethyl)phenyl)-1H-pyrrolo[2,3-b]pyridin-3-yl)-2-methylphenyl)acrylamide